1,3-phenylenebis(1-methyl-ethylindene) C1(=CC(=CC=C1)C1C(=CC2=CC=CC=C12)C(C)C)C1C(=CC2=CC=CC=C12)C(C)C